N12C=CCCCC2NCCC1 1,8-diaza-bicyclo(5.4.0)-undecene